FC(COC1=NC=C(C=N1)C(=O)NC=1C(=NC=CC1C1=C(C=CC(=C1)F)F)C1OCC(CC1)(F)F)F 2-(2,2-difluoroethoxy)-N-(4-(2,5-difluorophenyl)-2-(5,5-difluorotetrahydro-2H-pyran-2-yl)pyridin-3-yl)pyrimidine-5-carboxamide